(E)-3-(2,3-dihydro-1H-inden-5-yl)-N-ethyl-N-(furan-2-ylmethyl)acrylamide C1CCC2=CC(=CC=C12)/C=C/C(=O)N(CC=1OC=CC1)CC